O1N=C(C2=C1C1=CC=CC=C1CC2)N 4,5-dihydronaphtho[2,1-d]isoxazol-3-amine